C(C=C)N1N(C2=NC(=NC=C2C1=O)NC=1C=C2C=NN(C2=CC1)C)C1=CC=CC(=N1)O[C@H]1C[C@H](N(CC1)C(=O)OC(C)(C)C)C tert-butyl (2R,4R)-4-((6-(2-allyl-6-((1-methyl-1H-indazol-5-yl)amino)-3-oxo-2,3-dihydro-1H-pyrazolo[3,4-d]pyrimidin-1-yl)pyridin-2-yl)oxy)-2-methylpiperidine-1-carboxylate